1-tert-butyl-N-{[3-(4-{[(3S,4R)-1-cyclopropyl-3-fluoropiperidin-4-yl]amino}-1-(2,2,2-trifluoroethyl)-1H-indol-2-yl)-1,2,4-oxadiazol-5-yl]methyl}-1H-pyrazole-4-carboxamide C(C)(C)(C)N1N=CC(=C1)C(=O)NCC1=NC(=NO1)C=1N(C2=CC=CC(=C2C1)N[C@H]1[C@H](CN(CC1)C1CC1)F)CC(F)(F)F